C1(CCCCC1)NC1=NC=C(C(=N1)N1C=NC(=C1)C(=O)NC(CO)C1=CC(=CC=C1)Cl)C 1-(2-(cyclohexylamino)-5-methylpyrimidin-4-yl)-N-(1-(3-chlorophenyl)-2-hydroxyethyl)-1H-imidazole-4-carboxamide